tert-butyl 4-[bromo(4,5-dichloro-2-methoxyphenyl)methyl]piperidine-1-carboxylate BrC(C1CCN(CC1)C(=O)OC(C)(C)C)C1=C(C=C(C(=C1)Cl)Cl)OC